FC1=C(OC[C@@H]2CN([C@H](O2)C(F)(F)F)C2=CC(=C(C#N)C=C2)C(F)(F)F)C=CC(=C1)[N+](=O)[O-] 4-((2R,5S)-5-((2-Fluoro-4-nitrophenoxy)methyl)-2-(trifluoromethyl)oxazolidin-3-yl)-2-(trifluoromethyl)benzonitril